C(CCCCCC(C)C)C(C(=O)O)CCCCCCCCCCCCCCCC.C(CCCCCCCCCCCCCCC(C)C)(=O)OCCCCCCC(C)C isononyl isostearate (isononyl stearate)